2-Ethylsulfanyl-N-[3-(2-fluorophenyl)-propyl]-4-methyl-6-morpholin-4-yl-pyridine-3-carboxylic acid amide C(C)SC1=NC(=CC(=C1C(=O)NCCCC1=C(C=CC=C1)F)C)N1CCOCC1